(5-(2-nitro-1-(2-phenyl-1H-indol-3-yl)ethyl)thiophen-2-yl)boronic acid [N+](=O)([O-])CC(C1=C(NC2=CC=CC=C12)C1=CC=CC=C1)C1=CC=C(S1)B(O)O